1-(4-(6-(benzyloxy)-2-bromo-4,4-difluoro-3,4-dihydronaphthalen-1-yl)-3-fluorophenyl)-4-(dimethoxymethyl)piperidine C(C1=CC=CC=C1)OC=1C=C2C(CC(=C(C2=CC1)C1=C(C=C(C=C1)N1CCC(CC1)C(OC)OC)F)Br)(F)F